(E)-2-Methyl-3-(o-tolyl)acrylic acid Methyl ester COC(\C(=C\C1=C(C=CC=C1)C)\C)=O